S(=O)(=O)(C1=CC=C(C)C=C1)OCC1[C@H]2CN(C[C@@H]12)C(=O)OC(C)(C)C tert-butyl (1R,5S,6r)-6-((tosyloxy)methyl)-3-azabicyclo[3.1.0]hexane-3-carboxylate